F[P-](F)(F)(F)(F)F.C(#N)C(C#N)=NOC(=[N+]1CCCC1)N1CCOCC1 1-((dicyanomethyleneaminooxy)morpholinomethylene)pyrrolidinium hexafluorophosphate